C(C#C)NCCO N-(Prop-2-ynyl)-N-(2-hydroxyethyl)amine